Methyl 3-((6-aminopyridazin-3-yl)methyl)-5-hydroxy-2-oxopiperidine-3-carboxylate NC1=CC=C(N=N1)CC1(C(NCC(C1)O)=O)C(=O)OC